C(CCCCCCCCCCCCCCCCC)N(C)CC Stearylethylmethylamine